1-(2,5-dimethylphenyl)-3-(6-(4-hydroxyphenyl)pyridin-2-yl)urea CC1=C(C=C(C=C1)C)NC(=O)NC1=NC(=CC=C1)C1=CC=C(C=C1)O